[Si](C)(C)(C(C)(C)C)OC1=C(C=C(CN2C=C(C3=CC=CC=C23)C2=NC(=NC=C2)NC2=C(C=C(C(=C2)[N+](=O)[O-])N(C)CCN(C)C)OC)C=C1)C1OCCO1 N1-(4-(1-(4-((tert-butyldimethylsilyl)oxy)-3-(1,3-dioxolan-2-yl)benzyl)-1H-indol-3-yl)pyrimidin-2-yl)-N4-(2-(dimethylamino)ethyl)-2-methoxy-N4-methyl-5-nitrobenzene-1,4-diamine